Cl.S(=O)(=O)(O)C1=CC=C(C)C=C1.S(=O)(=O)(O)C1=CC=C(C)C=C1 ditosylate hydrochloride